5-chloro-N-(2,4-difluoro-3-(1H-pyrazolo[3,4-b]pyridin-5-ylethynyl)phenyl)-2-methylbenzenesulfonamide ClC=1C=CC(=C(C1)S(=O)(=O)NC1=C(C(=C(C=C1)F)C#CC=1C=C2C(=NC1)NN=C2)F)C